C12NCC(C(C1)OC1=C(SC(=C1)Cl)C(=O)N)CC2 3-((2-azabicyclo[2.2.2]octan-5-yl)oxy)-5-chlorothiophene-2-carboxamide